O=C1NC(CCC1N1C(C2=CC=C(C=C2C1=O)C1(CCN(CC1)C1CCOCC1)O)=O)=O 2-(2,6-dioxopiperidin-3-yl)-5-(4-hydroxy-1-(tetrahydro-2H-pyran-4-yl)piperidin-4-yl)isoindoline-1,3-dione